2-chloro-5-methyl-9,9-diphenyl-9H-fluorene ClC1=CC=2C(C3=CC=CC(=C3C2C=C1)C)(C1=CC=CC=C1)C1=CC=CC=C1